6-but-3-enyl-4-[1-methyl-6-(morpholine-4-carbonyl)benzoimidazol-4-yl]-1H-pyrrolo[2,3-c]pyridin-7-one C(CC=C)N1C(C2=C(C(=C1)C1=CC(=CC=3N(C=NC31)C)C(=O)N3CCOCC3)C=CN2)=O